C1=CC(=CC=2C3=CC(=C4C=CC=CC4=C3C=C(C12)OCCO)OCCO)OCCO 2,2',2''-(chrysene-3,6,12-triyltris(oxy))tris(ethan-1-ol)